FC(CC)(F)C=1C=C(N)C=CC1 3-(1,1-difluoropropyl)aniline